4-(2-(4-cyclopropyl-2,6-dimethylphenoxy)-5-(2-hydroxypropan-2-yl)phenyl)-N-ethyl-6-methyl-7-carbonyl-6,7-dihydro-1H-pyrrolo[2,3-c]pyridine-2-carboxamide C1(CC1)C1=CC(=C(OC2=C(C=C(C=C2)C(C)(C)O)C=2C3=C(C(N(C2)C)=C=O)NC(=C3)C(=O)NCC)C(=C1)C)C